ClC1=NC=CC(=C1)C1=CC=2C(NC(CC2N1)(C)C)=O 2-(2-chloropyridin-4-yl)-6,6-dimethyl-1,5,6,7-tetrahydro-4H-pyrrolo[3,2-c]pyridin-4-one